FC=1C=C(C=CC1)S(=O)(=O)C(C)(C)C1N(CCCC1)C(=O)NC1=CN=NC=C1 (2-((3-fluorophenyl)sulfonyl)propan-2-yl)-N-(pyridazin-4-yl)piperidine-1-carboxamide